CC1(OB(OC1(C)C)C=1C=NN(C1)C1CCN(CC1)CCCN1CCN(CC1)C(=O)OC(C)(C)C)C tert-butyl 4-(3-{4-[4-(4,4,5,5-tetramethyl-1,3,2-dioxaborolan-2-yl)-1H-pyrazol-1-yl] piperidin-1-yl}propyl)piperazine-1-carboxylate